C(#N)C1=CC(=C(O[C@@H]2[C@@](CN(C2)S(=O)(=O)C2=C(C#N)C=C(C=C2)C(F)(F)F)(CO)O)C=C1)OC1CC1 2-(((3R,4S)-4-(4-cyano-2-cyclopropoxyphenoxy)-3-hydroxy-3-(hydroxymethyl)pyrrolidin-1-yl)sulfonyl)-5-(trifluoromethyl)benzonitrile